4-(8-(3-acrylamidophenyl)-5-aminoquinazolin-6-yl)-3-chloro-N-(4-cyclopropylpyridin-2-yl)benzamide C(C=C)(=O)NC=1C=C(C=CC1)C=1C=C(C(=C2C=NC=NC12)N)C1=C(C=C(C(=O)NC2=NC=CC(=C2)C2CC2)C=C1)Cl